ClC=1C=CC=C2C=CC=C(C12)C1CC=2N=C(N=C(C2CO1)N1C[C@@H](NCC1)CC#N)OCC12CCCN2CCC1 2-[(2S)-4-[7-(8-chloronaphthalen-1-yl)-2-(hexahydropyrrolizin-7a-ylmethoxy)-5H,7H,8H-pyrano[4,3-d]pyrimidin-4-yl]piperazin-2-yl]acetonitrile